CN1N=CC(=C1)NC(=O)C=1NC=C(C1)C1=NC(=NC=C1C(F)(F)F)NC1CNCCC1 N-(1-methyl-1H-pyrazol-4-yl)-4-{2-[(piperidin-3-yl)amino]-5-(trifluoromethyl)pyrimidin-4-yl}-1H-pyrrol-2-carboxamide